FC(C(=O)O)(F)F.C(C)(C)(C)N1N=NC(=C1)C(=O)NCC1=C(C=C(C=C1)C=1C=2N(C=C(N1)N1CCOCC1)N=CC2)C 1-(tert-butyl)-N-(2-methyl-4-(6-morpholinopyrazolo[1,5-a]pyrazin-4-yl)benzyl)-1H-1,2,3-triazole-4-carboxamide trifluoroacetate